N1=CN=C2NC=NC2=C1NC(CC)C=1OC2=CC=CC=C2CC1C1=CC(=CC=C1)F 2-(1-(9H-purin-6-ylamino)propyl)-3-(3-fluorophenyl)-4H-chromene